4,4'-dibromo-5,5'-difluoro-[1,1'-biphenyl]-2,2'-diamine BrC=1C=C(C(=CC1F)C=1C(=CC(=C(C1)F)Br)N)N